2,6-dimethyl-3(2H)-pyridazinone CN1N=C(C=CC1=O)C